C(#N)C1=CC=C(C=N1)NC(OC[C@@H]1OC2=C(C3=C(N=C(S3)C3=C4N=CC(=NC4=CC(=C3)C)OC)C=C2)OC1)=O (R)-(2-(2-methoxy-7-methylquinoxalin-5-yl)-7,8-dihydro-[1,4]dioxino[2',3':3,4]benzo[1,2-d]thiazol-7-yl)methyl (6-cyanopyridin-3-yl)carbamate